2,3-dimethyl-1-heptene CC(=C)C(CCCC)C